tert-Butyl (3R)-3-[[4-(3-amino-1H-pyrazol-5-yl)-3-methoxy-phenyl]methoxy]pyrrolidine-1-carboxylate NC1=NNC(=C1)C1=C(C=C(C=C1)CO[C@H]1CN(CC1)C(=O)OC(C)(C)C)OC